2-[2-(3-chloro-2-pyridyl)-5-(difluoromethyl)pyrazol-3-yl]-8-methyl-6-(trifluoromethyl)-3,1-benzoxazin-4-one ClC=1C(=NC=CC1)N1N=C(C=C1C1=NC2=C(C(O1)=O)C=C(C=C2C)C(F)(F)F)C(F)F